1-cyclopropyl-7-[(1s,6s)-2,8-diazabicyclo-[4.3.0]non-8-yl]-6-fluoro-8-methoxy-4-oxo-quinoline-3-carboxylic acid C1(CC1)N1C=C(C(C2=CC(=C(C(=C12)OC)N1C[C@@H]2CCCN[C@@H]2C1)F)=O)C(=O)O